ClC1=C(CN2C=3N(C4=CC=CC=C4C2=O)C=C(N3)C(=O)NC3[C@@H](CCC[C@@H]3C)C)C=CC=C1 4-(2-chlorobenzyl)-N-((2R,6S)-2,6-dimethylcyclohexyl)-5-oxo-4,5-dihydroimidazo[1,2-a]quinazoline-2-carboxamide